2-(tert-butyl) 6-methyl 6-(2-(prop-1-en-2-yl)phenyl)-2-azaspiro[3.3]heptane-2,6-dicarboxylate C=C(C)C1=C(C=CC=C1)C1(CC2(CN(C2)C(=O)OC(C)(C)C)C1)C(=O)OC